N-[4-(chlorodifluoromethoxy)phenyl]-6-[(3R)-3-hydroxy-1-pyrrolidinyl]-5-(1H-pyrazol-3-yl)-3-pyridinecarboxamide ClC(OC1=CC=C(C=C1)NC(=O)C=1C=NC(=C(C1)C1=NNC=C1)N1C[C@@H](CC1)O)(F)F